(3R,3aR,6R,6aR)-3-(allyloxy)-6-methoxyhexahydrofuro[3,2-b]furan C(C=C)O[C@H]1[C@@H]2[C@H](OC1)[C@@H](CO2)OC